FC1=C(C=CC(=C1)F)C(=O)N1CCC2(C(N3[C@H](O2)CC[C@H]3C3=CC=CC=C3)=O)CC1 (5'S,7a'R)-1-(2,4-difluoro-benzene-1-carbonyl)-5'-phenyltetrahydro-3'H-spiro[piperidine-4,2'-pyrrolo[2,1-b][1,3]-oxazol]-3'-one